diethyl ((6-bromo-2-(3-sulfamoylpropoxy)quinazolin-7-yl)difluoromethyl)phosphonate BrC=1C=C2C=NC(=NC2=CC1C(F)(F)P(OCC)(OCC)=O)OCCCS(N)(=O)=O